BrC=1C=C(C=CC1F)C[C@]1(C[C@H](CC1)N=C(C1=CC=CC=C1)C1=CC=CC=C1)C(=O)OC methyl (1R,3S)-1-[(3-bromo-4-fluorophenyl)methyl]-3-[(diphenylmethylidene)amino]cyclopentane-1-carboxylate